C(C)(=O)OC=1C(=NC=CC1OC)C(=O)N[C@H](C(=O)O[C@H]([C@@H](C(C)C)C1=C(C=C(C=C1)C)F)C)C [(1S,2S)-2-(2-fluoro-4-methyl-phenyl)-1,3-dimethyl-butyl] (2S)-2-[(3-acetoxy-4-methoxy-pyridine-2-carbonyl)amino]propanoate